C(CCC)C1=CC=C(C=C1)N(C1=CC=CC=C1)C1=CC=CC=C1 (N-(p-butylphenyl))diphenylamine